N-((1R,5S,6s)-3-azabicyclo[3.1.0]hexan-6-yl)-1-(3-(4-methoxyphenyl)-1,2,4-oxadiazol-5-yl)piperidine-4-carboxamide [C@@H]12CNC[C@H]2C1NC(=O)C1CCN(CC1)C1=NC(=NO1)C1=CC=C(C=C1)OC